5-(4-fluoro-3-isopropyl-5-(1-((tetrahydrofuran-3-yl)methyl)piperidin-4-yl)-1H-indol-2-yl)-1-methyl-3-(pyrimidin-5-yl)pyridin-2(1H)-one FC1=C2C(=C(NC2=CC=C1C1CCN(CC1)CC1COCC1)C=1C=C(C(N(C1)C)=O)C=1C=NC=NC1)C(C)C